FC(F)C1=C(C=C(C=C1)F)CC1=CC(=NC=C1)N1N=C(C(=C1)C(=O)NC)C 1-(4-{[(difluoromethyl)-5-fluorophenyl]methyl}pyridin-2-yl)-N,3-dimethyl-1H-pyrazole-4-carboxamide